C[C@@H]1CN(C[C@H](O1)C)C1=NC(=C2N1C1=CC(=CC=C1N=C2)C=2C=CC(=NC2)N2CCC(CC2)N(C)C)C 1-(5-(1-((2r,6r)-2,6-dimethylmorpholinyl)-3-methylimidazo[1,5-a]quinoxalin-8-yl)pyridin-2-yl)-N,N-dimethylpiperidin-4-amine